The molecule is a glycosyloxyflavone that is 3',5'-di-O-methyltricetin (tricin) in which the phenolic hydrogen at position 7 has been replaced by a neohesperidosyl group. It has a role as a plant metabolite. It is a neohesperidoside, a dihydroxyflavone, a dimethoxyflavone, a glycosyloxyflavone and a polyphenol. It derives from a 3',5'-di-O-methyltricetin. C[C@H]1[C@@H]([C@H]([C@H]([C@@H](O1)O[C@@H]2[C@H]([C@@H]([C@H](O[C@H]2OC3=CC(=C4C(=C3)OC(=CC4=O)C5=CC(=C(C(=C5)OC)O)OC)O)CO)O)O)O)O)O